ClC1=C(CCN2C[C@@](CC2)(O)C)C=CC=C1N1C=NC(=C1)C1=NC(=NC=C1C(F)(F)F)NC1CCN(CC1)S(=O)(=O)C (R)-1-(2-Chloro-3-(4-(2-((1-(methylsulfonyl)piperidin-4-yl)amino)-5-(trifluoromethyl)pyrimidin-4-yl)-1H-imidazol-1-yl)phenethyl)-3-methylpyrrolidin-3-ol